6-chloro-1,3-dihydropyrimidine-2,4-dione ClC1=CC(NC(N1)=O)=O